2-(3-fluoro-4-nitrophenyl)ethan-1-amine FC=1C=C(C=CC1[N+](=O)[O-])CCN